4,7-dibromo-5,6-diamino-2,1,3-benzothiadiazole BrC1=C(C(=C(C2=NSN=C21)Br)N)N